FC1=CC(=C(C=2CCCC12)N)C1=CC(=NC=C1)OC 7-fluoro-5-(2-methoxypyridin-4-yl)-2,3-dihydro-1H-inden-4-amine